ClC=1C(=C(C(=C(C1)[C@H]1[C@H](O[C@]([C@H]1C)(C(F)(F)F)C)C(=O)OC)OC)F)F methyl (2S,3S,4S,5R)-3-(5-chloro-3,4-difluoro-2-methoxy-phenyl)-4,5-dimethyl-5-(trifluoromethyl)tetrahydrofuran-2-carboxylate